FC(C(=O)O)(F)F.ClC=1C=C2C=CN(C2=C(C1)C1=C2C(=NC=C1)C=C(S2)CN2C(C(CC2=O)OC)=O)CC2(CCNCC2)C#N 4-((5-Chloro-7-(2-((3-methoxy-2,5-dioxopyrrolidin-1-yl)methyl)thieno[3,2-b]pyridin-7-yl)-1H-indol-1-yl)methyl)piperidine-4-carbonitrile trifluoroacetate